ClC=1C=C(C=C(C1OC1CC1)C#N)N(C1=CC=C(OCC23CC(C2)(C3)NS(=O)(=O)C)C=C1)CC(F)(F)F N-(3-((4-((3-chloro-5-cyano-4-cyclopropoxyphenyl)(2,2,2-trifluoroethyl)amino)phenoxy)methyl)bicyclo[1.1.1]pentan-1-yl)methanesulfonamide